NC1=NC=CC=2N=C(N=CC21)NC2CCC(CC2)O (1R,4R)-4-((5-aminopyrido[4,3-d]pyrimidin-2-yl)amino)cyclohexane-1-ol